COC1=CC=C2C=CC=C(C2=C1)OB(O)O (7-methoxynaphthalen-1-yl)boric acid